BrC1=CC2=C3N(N=C2C(=C1)F)CCOC3(C)C 9-bromo-7-fluoro-1,1-dimethyl-3,4-dihydro-1H-[1,4]oxazino[4,3-b]indazole